ethoxyether diacrylate C(C=C)(=O)O.C(C=C)(=O)O.C(C)OOOCC